FC1=CC=C2CN(C(C2=C1C1=CC=C(C=C1)C=1OC(=NN1)C)=O)[C@@H](C(F)(F)F)C(C)(C)O |o1:23| (R or S)-6-fluoro-7-(4-(5-methyl-1,3,4-oxadiazol-2-yl)phenyl)-2-(1,1,1-trifluoro-3-hydroxy-3-methylbutan-2-yl)isoindolin-1-one